OC1(C[C@H](N(CC1)C(=O)OCC1=CC=CC=C1)C1=CC=C(C=C1)C(=O)OC)CCC benzyl (2S)-4-hydroxy-2-(4-(carbomethoxy) phenyl)-4-propylpiperidine-1-carboxylate